OC1=C(CC2C(N(C(C2)=O)C(C(=O)OCC)C(C)C)=O)C=CC(=C1)O ethyl 2-[3-(2,4-dihydroxybenzyl)-2,5-dioxopyrrolidin-1-yl]-3-methylbutanoate